(2S)-2-[4-chloro-2-(4-butoxy-4,5-dihydroisoxazol-3-yl)phenoxy]-3-cyclopropylpropionic acid tert-butyl ester C(C)(C)(C)OC([C@H](CC1CC1)OC1=C(C=C(C=C1)Cl)C1=NOCC1OCCCC)=O